C(C)(C)[C@@H]1CCC=C(C1)CCC=O 3-[(5R)-5-isopropyl-1-cyclohexen-1-yl]propanal